5-[4-[[4-(2-chloroethyl)piperazin-1-yl]methyl]-1-piperidyl]-2-(2,6-dioxo-3-piperidyl)isoindoline-1,3-dione ClCCN1CCN(CC1)CC1CCN(CC1)C=1C=C2C(N(C(C2=CC1)=O)C1C(NC(CC1)=O)=O)=O